C1(=CC=CC=C1)C1=NC(=CC(=N1)C=1C(=C(C=C(C1N1C2=CC=CC=C2C=2C=CC=CC12)C1=NC(=NC(=C1)C1=CC=CC=C1)C1=CC=CC=C1)N1C2=CC=CC=C2C=2C=CC=CC12)N1C2=CC=CC=C2C=2C=CC=CC12)C1=CC=CC=C1 9,9',9''-(3,5-bis(2,6-diphenylpyrimidin-4-yl)benzene-1,2,4-triyl)tris(9H-carbazole)